N[C@H]1[C@@](CCC1)(O)C (1R,2R)-2-amino-1-methylcyclopentane-1-ol